N1C(=CC2=CC=CC=C12)C=1OC2=C(C=C(C=C2C(C1)=O)C)C(C)NC1=C(C(=O)O)C=CC=C1 2-[1-[2-(1H-Indol-2-yl)-6-methyl-4-oxo-chromen-8-yl]ethylamino]benzoic acid